3,5-difluoropyridine-2-amine FC=1C(=NC=C(C1)F)N